C1(=C(C=CC=C1)C1=CC(OC2=CC(=CC=C12)OC(C(=O)N1CC(CC1)S(=O)(=O)N)C)=O)C 1-[2-[4-(o-tolyl)-2-oxo-chromen-7-yl]oxypropionyl]pyrrolidine-3-sulfonamide